N-(4''-(aminomethyl)-3''-fluoro-5''-methoxy-2,2'-dimethyl-[1,1':3',1''-terphenyl]-3-yl)-1-methyl-2-oxo-1,2-dihydropyridine-3-carboxamide NCC1=C(C=C(C=C1OC)C=1C(=C(C=CC1)C1=C(C(=CC=C1)NC(=O)C=1C(N(C=CC1)C)=O)C)C)F